7-methoxy-1H-benzimidazole-2-carboxylic acid COC1=CC=CC2=C1NC(=N2)C(=O)O